N-(3,4-bis((tert-butyldimethylsilyl)oxy)phenethyl)carboxamide [Si](C)(C)(C(C)(C)C)OC=1C=C(CCNC=O)C=CC1O[Si](C)(C)C(C)(C)C